OC=1C=C(C=CC2=CC(C3C(C2C3)(C)C)=O)C=CC1O 4-(3,4-dihydroxystyryl)-6,6-dimethylbicyclo[3.1.1]hept-3-en-2-one